C(C)N1C(=CC=2C=NC(=CC21)NC(=O)C2CC2)C2=NC(=NC=C2)OC N-(1-ethyl-2-(2-methoxypyrimidin-4-yl)-1H-pyrrolo[3,2-c]pyridin-6-yl)cyclopropanecarboxamide